CC(=O)O[C@H](CC(=O)[O-])C[N+](C)(C)C acetyl-L-carnitine